C[Hg]O Methylmercury (II) hydroxide